2-fluoro-2-methylpropyl (4-(tert-butyl)-3-(3,3-difluorocyclobutyl)-1-methyl-1H-pyrazol-5-yl)carbamate C(C)(C)(C)C=1C(=NN(C1NC(OCC(C)(C)F)=O)C)C1CC(C1)(F)F